(2R)-1,1-Difluoro-2-{5-[3-(trifluoromethyl)isoxazol-4-yl]-1,2,4-oxadiazol-3-yl}-6-azaspiro[2.5]octan-6-sulfonamid FC1([C@H](C12CCN(CC2)S(=O)(=O)N)C2=NOC(=N2)C=2C(=NOC2)C(F)(F)F)F